C(C=C)(=O)N1CC2=CC=C(C=C2C1)NC1=NC=C(C(=N1)NC=1C=C(C#N)C=CC1)F 3-(2-(2-acryloylisoindolin-5-ylamino)-5-fluoropyrimidin-4-ylamino)benzonitrile